1-[4-(6-acetamidopyridazin-3-yl)butyl]-N-{[4-(trifluoromethyl)pyridin-2-yl]methyl}-1H-1,2,3-triazole-4-carboxamide C(C)(=O)NC1=CC=C(N=N1)CCCCN1N=NC(=C1)C(=O)NCC1=NC=CC(=C1)C(F)(F)F